(S)-(-)-1-t-butoxycarbonyl-2-pyrrolidinemethanol C(C)(C)(C)OC(=O)N1[C@@H](CCC1)CO